N(N)C(CCCOCC(C)O)C(CCCCCCCCCC)=O 8-hydrazino-2-hydroxy-4-oxa-9-keto-nonadecane